NC1=NC(=CC(=N1)N1CCC2(C[C@H](NC2)C(=O)OCC)CC1)O[C@@H](C(F)(F)F)C1=C(C=C(C=C1)C1=CC=CC=C1)N1N=C(C=C1)C (S)-ethyl 8-(2-amino-6-((R)-2,2,2-trifluoro-1-(3-(3-methyl-1H-pyrazol-1-yl)-[1,1'-biphenyl]-4-yl)ethoxy)pyrimidin-4-yl)-2,8-diazaspiro[4.5]decane-3-carboxylate